(2S)-2-[[6-[[5-[3-[3-[2-[2-[2-[2-(2,4-dinitroanilino)ethoxy]ethoxy]ethoxy]ethoxy]propanoylamino]propylcarbamoyl]-1-naphthyl]oxy]pyridine-3-carbonyl]amino]-5,5-dimethyl-hexanoic acid [N+](=O)([O-])C1=C(NCCOCCOCCOCCOCCC(=O)NCCCNC(=O)C2=C3C=CC=C(C3=CC=C2)OC2=CC=C(C=N2)C(=O)N[C@H](C(=O)O)CCC(C)(C)C)C=CC(=C1)[N+](=O)[O-]